N-(5-(5-bromo-3-methoxypicolinoyl)-5,6-dihydro-4H-pyrrolo[3,4-d]thiazol-2-yl)-2'-chloro-5'-methoxy-6-methyl-[4,4'-bipyridine]-3-carboxamide BrC=1C=C(C(=NC1)C(=O)N1CC=2N=C(SC2C1)NC(=O)C=1C=NC(=CC1C1=CC(=NC=C1OC)Cl)C)OC